2-(tetrahydro-2H-pyran-4-yl)-2,4-dihydro-5H-pyrazolo[3,4-c]isoquinolin-5-one O1CCC(CC1)N1N=C2NC(C=3C=CC=CC3C2=C1)=O